CN1C(N(C=2N=C(N(C2C1=O)C)S(=O)(=O)N1CCCC1)C)=O 1,3,7-trimethyl-8-(pyrrolidin-1-ylsulfonyl)-3,7-dihydro-1H-purine-2,6-dione